COC=1C=C(C=C(C1)OC)N(CCO)C=1C=C2C=C(N=NC2=CC1)C=1C=NN(C1)C 2-((3,5-dimethoxyphenyl)(3-(1-methyl-1H-pyrazol-4-yl)cinnolin-6-yl)amino)ethan-1-ol